(+)-2-Fluoro-3-hydroxy-2-(4-methoxyphenyl)-2,3-dihydro-1H-inden-1-one FC1(C(C2=CC=CC=C2C1O)=O)C1=CC=C(C=C1)OC